methyl (cis)-4-(4-(3-methoxy-4-((4-((2-methyl-6-(methylcarbamoyl)phenyl)amino)-5-(trifluoromethyl)pyrimidin-2-yl)amino)phenyl)piperazin-1-yl)adamantan-1-carboxylate COC=1C=C(C=CC1NC1=NC=C(C(=N1)NC1=C(C=CC=C1C(NC)=O)C)C(F)(F)F)N1CCN(CC1)C1C2CC3(CC(CC1C3)C2)C(=O)OC